(SR)-1-(2-(((4-(3-(3-(trifluoromethyl)phenyl)-1H-pyrrolo[3,2-b]pyridin-2-yl)pyridin-3-yl)oxy)methyl)azetidin-1-yl)prop-2-en-1-one FC(C=1C=C(C=CC1)C1=C(NC=2C1=NC=CC2)C2=C(C=NC=C2)OC[C@H]2N(CC2)C(C=C)=O)(F)F |r|